m-bis(4-p-aminophenyl-2-thiazolyl)benzene NC1=CC=C(C=C1)C=1N=C(SC1)C1=CC(=CC=C1)C=1SC=C(N1)C1=CC=C(C=C1)N